1-(Bicyclo[1.1.1]pentan-1-yl)-4-bromo-5-(((4-methoxybenzyl)oxy)methyl)-3-methyl-1H-pyrazole C12(CC(C1)C2)N2N=C(C(=C2COCC2=CC=C(C=C2)OC)Br)C